ClC1=C(C=CC=C1C=1N=C(C(=NC1)CN1CC(C1)(C(=O)O)C)OC)C1=C(C(=CC=C1)NC(=O)C=1C(N(C(N(C1)C)=O)C)=O)Cl 1-((5-(2,2'-dichloro-3'-(1,3-dimethyl-2,4-dioxo-1,2,3,4-tetrahydropyrimidine-5-carboxamido)-[1,1'-biphenyl]-3-yl)-3-methoxypyrazin-2-yl)methyl)-3-methylazetidine-3-carboxylic acid